FC1=CC=C(OC(C(=O)NC23CC(C2)(C3)C3=CC=C(C=C3)COC)(C)C)C=C1 2-(4-fluorophenoxy)-N-(3-(4-(methoxymethyl)phenyl)bicyclo[1.1.1]pentan-1-yl)-2-methylpropanamide